(7R)-2-{1-[(1-benzoyl-3-fluoroazetidin-3-yl)methyl]-2-[1-(cyclopropylmethyl)-1H-pyrrolo[2,3-b]pyridin-2-yl]-7-methoxy-1H-1,3-benzodiazole-5-carbonyl}-2-azabicyclo[2.2.1]heptan-7-amine C(C1=CC=CC=C1)(=O)N1CC(C1)(F)CN1C(=NC2=C1C(=CC(=C2)C(=O)N2C1CCC(C2)[C@H]1N)OC)C1=CC=2C(=NC=CC2)N1CC1CC1